ClC1=C(C=CC(=C1)F)NC1=C(C(=O)NC2=CC(=NN2C)C(F)(F)F)C=CC=C1 2-((2-chloro-4-fluorophenyl)amino)-N-(1-methyl-3-(trifluoromethyl)-1H-pyrazol-5-yl)benzamide